(S)-N-((6-Chloro-2-ethyl-1-oxoisoindolin-4-yl)methylene)-2-methylpropane-2-sulfinamide ClC1=CC(=C2CN(C(C2=C1)=O)CC)C=N[S@@](=O)C(C)(C)C